ClC=1C=CC=C2C(C=C(OC12)C1=C(OCCNC(C(=O)O)C)C=C(C=C1)C(F)(F)F)=O 2-[2-[2-(8-chloro-4-oxo-chromen-2-yl)-5-(trifluoromethyl)phenoxy]ethylamino]propionic acid